O1CC[C@@H]2N(CC[C@@H]21)C(=O)C2=C(OC=1N=CN=C(C12)NC1(CC1)C)C 5-[(3as,6as)-hexahydro-2H-furo[3,2-b]pyrrole-4-carbonyl]-6-methyl-N-(1-methylcyclopropyl)furo[2,3-d]pyrimidin-4-amine